BrC1=CC=C2C(=NC(=NC2=C1)Cl)N1C2=CC=CC=C2SC=2C=CC=CC12 10-(7-bromo-2-chloroquinazolin-4-yl)-10H-phenothiazine